N,N-dimethyl-4-((2-methylbenzo[d]thiazol-6-yl)ethynyl)aniline methyl-3-amino-6-chloro-5-(oxetan-3-yl)pyrazine-2-carboxylate COC(=O)C1=NC(=C(N=C1N)C1COC1)Cl.CN(C1=CC=C(C=C1)C#CC1=CC2=C(N=C(S2)C)C=C1)C